NCC1=NNC(C2=CC=C(C=C12)C=1C=NN(C1)CCC(C)C)=O 4-(aminomethyl)-6-(1-isopentyl-1H-pyrazol-4-yl)phthalazin-1(2H)-one